N12C[C@H](C(CC1)CC2)OC(N[C@@H]2C(CC1=CC(=CC=C21)C2=CC(=C(C=C2)OCC2CC2)Cl)(C)C)=O (S)-quinuclidin-3-yl((R)-5-(3-chloro-4-(cyclopropylmethoxy)phenyl)-2,2-dimethyl-2,3-dihydro-1H-inden-1-yl)carbamate